C(C)(C)(C)OC(=O)N1C[C@@H](CC1)N(C(=O)C=1N=C(SC1)C=1C=NN(C1)C1=CC=CC=C1)CCC |r| racemic-3-(2-(1-phenyl-1H-pyrazol-4-yl)-N-propylthiazole-4-carboxamido)pyrrolidine-1-carboxylic acid tert-butyl ester